3-Methylpropylamin CCCCN